(S)-2-((1-methoxy-1-oxopropan-2-yl)amino)-2-oxoacetic acid COC([C@H](C)NC(C(=O)O)=O)=O